methyl (6S)-10-chloro-1-fluoro-9-(3-methoxypropoxy)-2-oxo-6-(propan-2-yl)-2H,6H,7H-pyrido[2,1-a]isoquinoline-3-carboxylate ClC1=C(C=C2C[C@H](N3C(C2=C1)=C(C(C(=C3)C(=O)OC)=O)F)C(C)C)OCCCOC